C(C)(C)(C)OC(=O)N1C2CC(CCC1CC2)=O 3-oxo-9-azabicyclo[4.2.1]nonane-9-carboxylic acid tert-butyl ester